O=C1NC(CCC1N1C(C2=CC=C(C=C2C1=O)N1CCC2(CC1)CCN(CC2)C2=C(C=C(C(=C2)OC)[N+](=O)[O-])C=2C=NN(C2)C)=O)=O 2-(2,6-dioxopiperidin-3-yl)-5-(9-(5-methoxy-2-(1-methyl-1H-pyrazol-4-yl)-4-nitrophenyl)-3,9-diazaspiro[5.5]undecan-3-yl)isoindoline-1,3-dione